OC=1C(=NC=C(C1C)C=1C=C2C=CN=CC2=CC1)C(=O)O 3-hydroxy-5-(isoquinolin-6-yl)-4-methylpicolinic acid